C(C)(C)(C)C1NCC2C1CN(C2)C2=CC(=C(C=C2)C)C(=O)OC tert-butyl-5-(3-(methoxycarbonyl)-4-methylphenyl)hexahydropyrrolo[3,4-c]pyrrole